6-[4-[acetyl(methyl)amino]-3-cyano-phenyl]-N-[(2-methyl-3-pyridyl)methyl]pyridine-3-carboxamide C(C)(=O)N(C1=C(C=C(C=C1)C1=CC=C(C=N1)C(=O)NCC=1C(=NC=CC1)C)C#N)C